C(C1=CC=CC=C1)OC1=C(C=C(C=C1)C=1OC2=C(N1)C=CC(=C2)C(=O)OC)Cl methyl 2-(4-benzyloxy-3-chloro-phenyl)-1,3-benzoxazole-6-carboxylate